N-[4-fluoro-5-[[(2S,4S)-2-methyl-4-[(5-methyl-1,3,4-oxadiazol-2-yl)methoxy]-1-piperidyl]methyl]thiazol-2-yl]acetamide FC=1N=C(SC1CN1[C@H](C[C@H](CC1)OCC=1OC(=NN1)C)C)NC(C)=O